(Z)-7-(oct-5-en-1-yloxy)-7-oxoheptanoic acid C(CCC\C=C/CC)OC(CCCCCC(=O)O)=O